N1(CCCCC1)CC=CC1=CC=C(C=C1)C1(NNC(=N1)N)N 3-(4-(piperidin-1-ylprop-1-enyl)phenyl)-1H-1,2,4-triazole-3,5-diamine